(R)-2-((N-ethylsulfamoyl)amino)-N-(1-(6-ethynyl-1-methyl-2,5-dioxo-4-phenyl-1,2,4,5-tetrahydropyrrolo[4,3,2-de]isoquinolin-3-yl)ethyl)pyrazolo[1,5-a]pyrimidine-3-carboxamide C(C)NS(=O)(=O)NC1=NN2C(N=CC=C2)=C1C(=O)N[C@H](C)C=1N(C(C=2C(=CC=C3C2C1C(N3C)=O)C#C)=O)C3=CC=CC=C3